COC1=C(C(=O)OC)C=CC(=C1)C methyl 2-methoxy-4-methylbenzoate